CN1N=CC=2C=NC(=CC21)C(=O)OC methyl 1-methyl-1H-pyrazolo[4,3-c]pyridine-6-carboxylate